CC1=CC=CC=2N(C(N(C21)C=2C=NC(=CC2C)C2=C1C(=CN=C2)NN=C1)=O)CC(=O)NCC(F)(F)F 2-[4-methyl-3-[4-methyl-6-(1H-pyrazolo[3,4-c]pyridin-4-yl)-3-pyridyl]-2-oxo-benzimidazol-1-yl]-N-(2,2,2-trifluoroethyl)acetamide